CS(=O)(=O)N1CCN(CC1)C(C)C1=CC=2N=C(N=C(C2S1)N1CCOCC1)N1N=C(C=C1)C=1C=C(C=CC1)C 4-(6-(1-(4-(methylsulfonyl)piperazin-1-yl)ethyl)-2-(3-(m-tolyl)-1H-pyrazol-1-yl)thieno[3,2-d]pyrimidin-4-yl)morpholine